(R)-2-((1-(2-cyano-3-(5,6-dimethoxy-isoindolin-2-yl)-7-methylquinoxalin-5-yl)ethyl)amino)benzoic acid C(#N)C1=NC2=CC(=CC(=C2N=C1N1CC2=CC(=C(C=C2C1)OC)OC)[C@@H](C)NC1=C(C(=O)O)C=CC=C1)C